2-({8-Fluoro-2-(1-fluoro-cyclopropyl)-4-[4-(3-methoxy-pyridin-2-yl)-piperazin-1-yl]-quinazolin-6-yl}-methyl-amino)-ethanol FC=1C=C(C=C2C(=NC(=NC12)C1(CC1)F)N1CCN(CC1)C1=NC=CC=C1OC)N(CCO)C